2-(4-(tert-butyl)phenyl)-N-(2-(dimethylamino)ethyl)-5-(2-nitrophenyl)Oxazole-4-carboxamide C(C)(C)(C)C1=CC=C(C=C1)C=1OC(=C(N1)C(=O)NCCN(C)C)C1=C(C=CC=C1)[N+](=O)[O-]